C(C(=C)C)(=O)OCC(COCCC(C)CCC=C(C)C)O 3-citronellyloxy-2-hydroxypropyl methacrylate